anti-zirconocene [CH-]1C=CC=C1.[CH-]1C=CC=C1.[Zr+2]